3-(3-fluoro-4-((4aR,8aS)-decahydroisoquinolin-2-yl)phenyl)-1H-1,2,4-triazole-3,5-diamine FC=1C=C(C=CC1N1C[C@H]2CCCC[C@@H]2CC1)C1(NNC(=N1)N)N